The molecule is a member of the class of menaquinones that is menaquinone-9 in which the double bond that is second nearest to the naphthoquinone moiety has been dihydrogenated and one of the terminal methyl hydrogens has been replaced by a hydroxy group. It has a role as a bacterial metabolite. It is a member of menaquinones and a primary allylic alcohol. It derives from a menaquinone-9. CC1=C(C(=O)C2=CC=CC=C2C1=O)C/C=C(\\C)/CCCC(C)CC/C=C(\\C)/CC/C=C(\\C)/CC/C=C(\\C)/CC/C=C(\\C)/CC/C=C(\\C)/CC/C=C(\\C)/CC/C=C(\\C)/CO